5-(4-((2R,5S)-5-(4-chlorobenzyl)-2-(1,1-difluoroethyl)morpholino)piperidin-1-yl)-4H-1,2,4-triazol-3-amine dihydrochloride Cl.Cl.ClC1=CC=C(C[C@@H]2N(C[C@@H](OC2)C(C)(F)F)C2CCN(CC2)C=2NC(=NN2)N)C=C1